S1C(=NC2=C1C=CC=C2)C=2C(=C(C(=C(C2C2=CC=C(C=C2)N2C1=CC=CC=C1C=1C=C(C=CC21)C)C2=CC=C(C=C2)N2C1=CC=CC=C1C=1C=C(C=CC21)C)C2=CC=C(C=C2)N2C1=CC=CC=C1C=1C=C(C=CC21)C)C#N)C2=CC=C(C=C2)N2C1=CC=CC=C1C=1C=C(C=CC21)C 5'-(benzo[d]thiazol-2-yl)-4,4''-bis(3-methyl-9H-carbazol-9-yl)-4',6'-bis(4-(3-methyl-9H-carbazol-9-yl)phenyl)-[1,1':2',1''-terphenyl]-3'-carbonitrile